(trifluoromethyl)nicotinic acid FC(F)(F)C1=C(C(=O)O)C=CC=N1